(R)-3-((S)-1-(tert-butyloxy)-3-(3-(((1,3-dioxoisoindol-2-yl)oxy)methyl)phenyl)-1-oxopropan-2-yl)pyrrolidine-1-carboxylic acid tert-butyl ester C(C)(C)(C)OC(=O)N1C[C@H](CC1)[C@@H](C(=O)OC(C)(C)C)CC1=CC(=CC=C1)CON1C(C2=CC=CC=C2C1=O)=O